CC(=O)Cl chloro methyl ketone